6-chloro-4-(hexahydrocyclopenta[c]pyrrol-2(1H)-yl)-1-((3aR,4R,6R,6aR)-6-(hydroxymethyl)-2,2-dimethyltetrahydrofuro[3,4-d][1,3]dioxol-4-yl)-1H-pyrrolo[2,3-b]pyridine-5-carbonitrile ClC1=C(C(=C2C(=N1)N(C=C2)[C@@H]2O[C@@H]([C@H]1OC(O[C@H]12)(C)C)CO)N1CC2C(C1)CCC2)C#N